3-methyl-4-piperazin-1-yl-benzoic acid methyl ester COC(C1=CC(=C(C=C1)N1CCNCC1)C)=O